NC=1C(=CC(=C(C1)C=1C=C(C=NC1)C1=CC(=NC=C1)NC(OC)=O)C)F methyl (5-(5-amino-4-fluoro-2-methylphenyl)-[3,4'-bipyridin]-2'-yl)carbamate